ClC=1C(=CC(=C(C(=O)NS(=O)(=O)C)C1)F)N1N=C(C2=CC=CC=C12)C1=CC(=CC=C1)F 5-chloro-2-fluoro-4-(3-(3-fluorophenyl)-1H-indazol-1-yl)-N-(methylsulfonyl)benzamide